COC=1C=C2CCN(CC2=CC1NC1=NC2=CC(=CC=C2C=N1)NC1=CC=CC(=N1)CO)C [6-({2-[(6-methoxy-2-methyl-1,2,3,4-tetrahydroisoquinolin-7-yl)amino]quinazolin-7-yl}-amino)pyridin-2-yl]methanol